CS(=O)(C)=NC1=NC(=NC(=C1)N1[C@@H](COCC1)C)N1C=NC2=C1C=C(C=C2)C#N (R)-1-(4-((dimethyl(oxo)-λ6-sulfaneylidene)amino)-6-(3-methylmorpholino)-pyrimidin-2-yl)-1H-benzo[d]imidazole-6-carbonitrile